2-[[hydroxy][[trifluoromethyl]ethyl]]-1,2,3-triazine OC(CN1NC=CC=N1)C(F)(F)F